2,2-bis(hydroxy-methyl)butanoic acid OCC(C(=O)O)(CC)CO